CN(C1CCN(CC1)C(CNC(=O)C1=CC=C(C=C1)C1=CC=CC=C1)=O)C1=C(C=CC=C1)C(F)(F)F Biphenyl-4-carboxylic acid (2-{4-[methyl-(2-trifluoromethyl-phenyl)-amino]-piperidin-1-yl}-2-oxo-ethyl)-amide